C1CC(CCC1C[NH3+])C(=O)OC2=CC=C(C=C2)CCC(=O)[O-] The molecule is zwitterionic form of cetraxate arising from transfer of a proton from the carboxy to the amino group; major species at pH 7.3. It is a tautomer of a cetraxate.